ClC=1C(=NC(=NC1)NC1=C(C=C(C=C1)N1CCN(CC1)C)C(F)(F)F)NC1=C(SC=C1)C(=O)N 3-((5-chloro-2-((4-(4-methyl-piperazin-1-yl)-2-(trifluorometh-yl)phenyl)amino)pyrimidin-4-yl)-amino)thiophene-2-carboxamide